Thiazolopyrazine S1C=NC=2N=CC=NC21